OP(O)OP(O)O.C(C)(C)(C1=CC=CC=C1)C1=C(C=CC(=C1)C(C)(C)C1=CC=CC=C1)C(O)(C(CO)(CO)CO)C1=C(C=C(C=C1)C(C)(C)C1=CC=CC=C1)C(C)(C)C1=CC=CC=C1 bis(2,4-di-cumyl-phenyl)pentaerythritol diphosphite